6-(1,3-dioxolan-2-yl)-1-methyl-N-[4-(trifluoromethoxy)phenyl]indazole-3-carboxamide O1C(OCC1)C1=CC=C2C(=NN(C2=C1)C)C(=O)NC1=CC=C(C=C1)OC(F)(F)F